N8-benzyl-N6-[(4,6-dimethylpyrimidin-2-yl)methyl]-3-isopropyl-[1,2,4]triazolo[4,3-b]pyridazine-6,8-diamine C(C1=CC=CC=C1)NC=1C=2N(N=C(C1)NCC1=NC(=CC(=N1)C)C)C(=NN2)C(C)C